Methyl (S)-3-((2S,4R)-2'-(2,2-difluoroethyl)-2-methyl-4',5'-dihydrospiro[piperidine-4,7'-thieno[2,3-c]pyran]-1-yl)-2-hydroxypropanoate FC(CC1=CC2=C([C@]3(OCC2)C[C@@H](N(CC3)C[C@@H](C(=O)OC)O)C)S1)F